O=C1N[C@H]2[C@@H](OC1)CCN(C2)C(=O)N2CCC(CC2)C(C=2C=C(OCCNC(CCOCCOCCNC([O-])=O)=O)C=CC2)C2=CC=CC=C2 [2-[2-[3-[2-[3-[[1-[(4aR,8aS)-3-oxo-4,4a,5,7,8,8a-hexahydropyrido[4,3-b][1,4]oxazine-6-carbonyl]-4-piperidyl]-phenyl-methyl]phenoxy]ethylamino]-3-oxo-propoxy]ethoxy]ethyl]carbamate